4-(2-(4-(naphthalen-2-yl)-1H-indazol-1-yl)ethyl)morpholine C1=C(C=CC2=CC=CC=C12)C1=C2C=NN(C2=CC=C1)CCN1CCOCC1